C1(CC1)S(=O)(=O)NC1=CC(=NC=C1)[C@H](C[C@@H]1N(CCCC1)C)NC(=O)C=1SC(=CN1)C1=NC(=CN=C1)OCC N-((S)-1-(4-(cyclopropanesulfonamido)pyridin-2-yl)-2-((R)-1-methylpiperidin-2-yl)ethyl)-5-(6-ethoxypyrazin-2-yl)thiazole-2-carboxamide